(1R,2S,5S)-3-(2-(3-acetyl-5-(2-(hydroxymethyl)pyrimidin-5-yl)-7-methyl-1H-indazol-1-yl)acetyl)-N-(6-bromo-3-methylpyridin-2-yl)-3-azabicyclo[3.1.0]hexane-2-carboxamide C(C)(=O)C1=NN(C2=C(C=C(C=C12)C=1C=NC(=NC1)CO)C)CC(=O)N1[C@@H]([C@@H]2C[C@@H]2C1)C(=O)NC1=NC(=CC=C1C)Br